C(CC)O[SiH3] propoxysilan